COC=1C=CC(=C(C1)C1=CC=CC(=C1N)OC)N 5,5'-dimethoxy-2,6'-diaminobiphenyl